butyl 4-(1-(4-(3-aminopropoxy)phenylsulfonyl)-4-(2,6-dichlorobenzamido)-1H-pyrazole-3-carboxamido)piperidine-1-carboxylate NCCCOC1=CC=C(C=C1)S(=O)(=O)N1N=C(C(=C1)NC(C1=C(C=CC=C1Cl)Cl)=O)C(=O)NC1CCN(CC1)C(=O)OCCCC